CCC(=O)N methyl-acetamide